9-chloro-5-[4-[(3S)-1-(3-fluoropropyl)pyrrolidin-3-yl]oxyphenyl]-4-(1H-indol-4-yl)-2,3-dihydro-1-benzoxepin-8-ol ClC1=C(C=CC=2C(=C(CCOC21)C2=C1C=CNC1=CC=C2)C2=CC=C(C=C2)O[C@@H]2CN(CC2)CCCF)O